3-[2-(trifluoromethyl)-4H,5H,6H-cyclopenta[b]thiophen-3-yl]urea FC(C1=C(C2=C(S1)CCC2)NC(N)=O)(F)F